2-hydroxy-1-[4-[4-(2-hydroxy-2-methyl-propionyl)-phenoxy]-phenyl]-2-methyl-propan-1-one OC(C(=O)C1=CC=C(C=C1)OC1=CC=C(C=C1)C(C(C)(C)O)=O)(C)C